2-(2-azidopropan-2-yl)dibenzo[b,d]furan N(=[N+]=[N-])C(C)(C)C1=CC2=C(OC3=C2C=CC=C3)C=C1